2-(3,5-difluoroanilino)-5-methyl-N-spiro[3.3]heptan-7-yl-thiazole-4-carboxamide FC=1C=C(NC=2SC(=C(N2)C(=O)NC2CCC23CCC3)C)C=C(C1)F